3-(4-methoxyphenyl)-3-[(oxodiphenyl-λ6-sulfanylidene)amino]propyl acetate C(C)(=O)OCCC(N=S(C1=CC=CC=C1)(C1=CC=CC=C1)=O)C1=CC=C(C=C1)OC